(S)-6-(cyclopropylsulfonyl)-N-methyl-2,3-dihydrobenzofuran-3-amine C1(CC1)S(=O)(=O)C1=CC2=C([C@@H](CO2)NC)C=C1